N-(1-(6,7-Difluoro-2-methyl-1-oxo-1,2-dihydroisoquinolin-4-yl)ethyl)-8-fluoro-N-methylindolizine-2-carboxamide FC=1C=C2C(=CN(C(C2=CC1F)=O)C)C(C)N(C(=O)C=1C=C2C(=CC=CN2C1)F)C